OC(CCC1=C(C=CC(=C1)C)O)C 2-(3-hydroxybutyl)-4-methylphenol